6-nitro-1-(pyridin-2-ylmethyl)-3,4-dihydroquinolin-2(1H)-one [N+](=O)([O-])C=1C=C2CCC(N(C2=CC1)CC1=NC=CC=C1)=O